COC=1N=CC(=NC1)NC(C(=O)O)CC 2-((5-methoxypyrazin-2-yl)amino)butyric acid